CC(=C)C1CC=C(CC1)C=O 4-(1-methylvinyl)-1-cyclohexene-1-carbaldehyde